tris(2-hydroxyethyl)-N'-octadecyl-1,3-diaminopropane OCCC(C(N)(CCO)CCO)CNCCCCCCCCCCCCCCCCCC